ethyl (R)-pyrrolidine-3-carboxylate hydrochloride Cl.N1C[C@@H](CC1)C(=O)OCC